2-(1-(1-((1R,5S)-bicyclo[3.3.1]nonan-9-yl)piperidin-4-yl)-2-oxoindolin-3-yl)acetonitrile C12CCCC(CCC1)C2N2CCC(CC2)N2C(C(C1=CC=CC=C21)CC#N)=O